CNCC1=NC(=CC2=C1CNC2=O)N2[C@@H](CCC2)C (R)-4-((methylamino)methyl)-6-(2-methylpyrrolidin-1-yl)-2,3-dihydro-1H-pyrrolo[3,4-c]pyridine-1-one